2-({2-(1-Fluoro-cyclopropyl)-4-[4-(5-methoxy-pyrimidin-4-yl)-piperidin-1-yl]-quinazolin-6-yl}-methyl-amino)-ethanol FC1(CC1)C1=NC2=CC=C(C=C2C(=N1)N1CCC(CC1)C1=NC=NC=C1OC)N(CCO)C